CC=1C=C(C=C(C1)C)NC(=S)N 1-(3',5'-dimethylphenyl)thiourea